[4-(cyclohexylmethoxy)-2-pyridinyl]tetrahydropyran-4-carboxylic acid C1(CCCCC1)COC1=CC(=NC=C1)C1OCCC(C1)C(=O)O